(3S)-3-amino-9-fluoro-5-phenyl-1,3-dihydro-1,4-benzodiazepine N[C@@H]1CNC2=C(C(=N1)C1=CC=CC=C1)C=CC=C2F